3-(5-(difluoromethyl)-1,3,4-thiadiazol-2-yl)-N-(1-(fluoromethyl)cyclopropyl)-8-(4-isobutyrylpiperazin-1-yl)imidazo[1,2-a]pyridine-6-sulphonamide FC(C1=NN=C(S1)C1=CN=C2N1C=C(C=C2N2CCN(CC2)C(C(C)C)=O)S(=O)(=O)NC2(CC2)CF)F